N-[2-benzyloxy-2-(trifluoromethyl)pent-4-enoyl]-6-pent-4-enoxy-5-(trifluoromethyl)pyridine-2-carbohydrazide C(C1=CC=CC=C1)OC(C(=O)N(N)C(=O)C1=NC(=C(C=C1)C(F)(F)F)OCCCC=C)(CC=C)C(F)(F)F